(E)-(2-((4-cyanophenoxy)methyl)-3-fluoroallyl)carbamate C(#N)C1=CC=C(OC\C(\CNC([O-])=O)=C\F)C=C1